N-butoxycarbonyl-3-(4-imidazol-1-ylmethylphenyl)-5-isobutyl-thiophene-2-sulfonamide C(CCC)OC(=O)NS(=O)(=O)C=1SC(=CC1C1=CC=C(C=C1)CN1C=NC=C1)CC(C)C